FC(C(C(C(C(C(C(C(F)(F)F)(F)F)(F)F)(F)F)(F)F)(F)F)(F)F)(CC1CO1)F 3-(perfluoro-n-octyl)epoxypropane